FC(C(C(=O)N1C[C@H]2OC3=C([C@@H]1C2)C=NC=C3F)(C)C)F 3,3-difluoro-1-[(2S,5S)-9-fluoro-2,3-dihydro-2,5-methanopyrido[3,4-f][1,4]oxazepin-4(5H)-yl]-2,2-dimethylpropan-1-one